1-methyl-3-(methylamino)-1H-pyrazole-4-carboxylic acid CN1N=C(C(=C1)C(=O)O)NC